S1C(=CC2=C1C=CC=C2)C2=CC=C1C=CC(=CC1=C2)C2=CC=C(C=C2)N(C2=CC=C(C=C2)C=2OC1=C(C2)C=CC=C1)C1=CC=C(C=C1)C=1SC2=C(N1)C=CC=C2 {4-(7-benzothiophen-2-yl-naphthalen-2-yl)-phenyl}-(4-benzothiazol-2-yl-phenyl)-(4-benzofuran-2-yl-phenyl)amine